(R)-6-chloro-3-((1-(2-cyano-3-(4-(4-cyano-2-methylphenyl)piperazin-1-yl)-7-methylquinoxalin-5-yl)ethyl)amino)picolinic acid ClC1=CC=C(C(=N1)C(=O)O)N[C@H](C)C1=C2N=C(C(=NC2=CC(=C1)C)C#N)N1CCN(CC1)C1=C(C=C(C=C1)C#N)C